COC1=CC2=C(C3=CC=CC=C3N=C2C=C1OCCCN1CCCC1)NC1CCNCC1 4-({2-methoxy-3-[3-(pyrrolidin-1-yl)propoxy]acridin-9-yl}amino)piperidin